CN1C=NC(=C1CN1C=2N(C3=CC=C(C=C3C1=O)S(=O)(=O)NC1(CC1)C)[C@@H](CN2)C)C (R)-4-((1,4-dimethyl-1H-imidazol-5-yl)methyl)-1-methyl-N-(1-methylcyclopropyl)-5-oxo-1,2,4,5-tetrahydroimidazo[1,2-a]quinazoline-7-sulfonamide